FC1=CC(=CC2=CC=3C[C@@](CCC3N=C12)(C(C)C)F)C(=O)N[C@H](CCN1CCC(CC1)CN1CCOCC1)C=1C=NC(=CC1)C1=CN=NC=C1 (7S)-4,7-difluoro-7-isopropyl-N-[(1R)-3-[4-(morpholinomethyl)-1-piperidyl]-1-(6-pyridazin-4-yl-3-pyridyl)propyl]-6,8-dihydro-5H-acridine-2-carboxamide